CN(CCN1C(=CC=2C=NC(=CC21)NC(=O)C2CC2)C2=NC=NC(=C2)C)C N-(1-(2-(dimethylamino)ethyl)-2-(6-methylpyrimidin-4-yl)-1H-pyrrolo[3,2-c]pyridin-6-yl)cyclopropanecarboxamide